3-(spiro[2.2]pent-1-ylmethoxy)-pyrazole-1-carboxylic acid tert-butyl ester C(C)(C)(C)OC(=O)N1N=C(C=C1)OCC1CC12CC2